C(C1=CC=CC=C1)OC[C@@H](C)OC1=CC=2N(C=C1S(=O)(=O)C(C)(C)C)C(=CN2)I (R)-7-((1-(benzyloxy)propan-2-yl)oxy)-6-(tert-butylsulfonyl)-3-iodoimidazo[1,2-a]pyridine